(hydroxymethyl)-4,6-dihydropyrrolo[3,4-c]pyrazole-5(2H)-carboxylic acid tert-butyl ester C(C)(C)(C)OC(=O)N1CC2=NN(C=C2C1)CO